CN(C(CCCCCCC[C@@H]1[C@@H](C1)CCCCCCCC)CCCCCCC)C N,N-Dimethyl-1-[(1S,2R)-2-octylcyclopropyl]pentadecan-8-amin